C(C)(C)(C)OC(=O)N1CC(C(CC1)C#N)CC.NC=1NC(C2=C(N1)NC(=C2C2=CC=C(C=C2)S(=O)(=O)C)C2=CC=C(C=C2)S(=O)(=O)N(C)C)=O 4-(2-Amino-5-(4-(methylsulfonyl)phenyl)-4-oxo-4,7-dihydro-3H-pyrrolo[2,3-d]pyrimidin-6-yl)-N,N-dimethylbenzenesulfonamide tert-butyl-4-cyano-3-ethylpiperidine-1-carboxylate